C(C)(=O)OC=1C=C2C(=NC=NC2=CC1OC)NC1=CC(=C(C=C1)OC1=CC=2N(C=N1)C=NN2)F 4-((4-([1,2,4]triazolo[4,3-c]pyrimidin-7-yloxy)-3-fluorophenyl) amino)-7-methoxyquinazolin-6-yl acetate